Cl.C(CC)N(C1(CCOCC1)C(=O)NC1(CC1)C1=CC=C(C(=O)O)C=C1)CCOC1=CC=CC=C1 4-[1-[[4-[Propyl(2-phenoxyethyl)amino]tetrahydropyran-4-carbonyl]amino]cyclopropyl]benzoic acid, hydrochloride